3-(N-(5-cyano-2-(piperidin-1-yl)phenyl)sulfamoyl)-4-ethylbenzoic acid methyl ester COC(C1=CC(=C(C=C1)CC)S(NC1=C(C=CC(=C1)C#N)N1CCCCC1)(=O)=O)=O